benzoyl-zinc ethyl-(2Z)-3-(4-{[(2E)-3,7-dimethylocta-2,6-dien-1-yl]oxy}phenyl)-2-methylprop-2-enoate C(C)OC(\C(=C/C1=CC=C(C=C1)OC\C=C(\CCC=C(C)C)/C)\C)=O.C(C1=CC=CC=C1)(=O)[Zn]